N-(2-hydroxyethyl)-N-(2-ethylhexyl)-beta-alanine monosodium salt [Na+].OCCN(CCC(=O)[O-])CC(CCCC)CC